2-(tert-butyl)-N-(2,3-difluoro-4-(6-(1-methyl-1H-pyrazol-4-yl)pyrazolo[1,5-a]pyrazin-4-yl)benzyl)oxazole-4-carboxamide C(C)(C)(C)C=1OC=C(N1)C(=O)NCC1=C(C(=C(C=C1)C=1C=2N(C=C(N1)C=1C=NN(C1)C)N=CC2)F)F